Cl.Cl.FC1=C(C=CC(=C1)C=1C=2N(C=C(N1)C=1C=NN(C1)C)N=CC2)CN (2-fluoro-4-(6-(1-methyl-1H-pyrazol-4-yl)pyrazolo[1,5-a]pyrazin-4-yl)phenyl)methanamine dihydrochloride